NC[C@@H](C)O (R)-1-aminopropan-2-ol